O=C1NC(=NC=C1)C#N oxo-pyrimidinecarbonitrile